((S)-1-hydroxyethyl)quinoline-4-carboxamide O[C@@H](C)C1=NC2=CC=CC=C2C(=C1)C(=O)N